(±)-trans-(4-phenylpyrrolidin-3-yl)[3-(pyridin-3-yl)azetidin-1-yl]methanone dihydrochloride Cl.Cl.C1(=CC=CC=C1)[C@H]1[C@@H](CNC1)C(=O)N1CC(C1)C=1C=NC=CC1 |r|